CN1CCC(CC1)CNC(=O)C1=NC2=CC(=CC=C2C=N1)C1=CC(=CC=C1)NC(C=C)=O N-[(1-methylpiperidin-4-yl)methyl]-7-[3-(prop-2-enamido)phenyl]quinazoline-2-carboxamide